5-bromo-N-((S)-1-(6-((3R,5S)-3,5-dimethylpiperazin-1-yl)pyridin-2-yl)-3-methylbutyl)-7-tosyl-7H-pyrrolo[2,3-d]pyrimidin-4-amine BrC1=CN(C=2N=CN=C(C21)N[C@@H](CC(C)C)C2=NC(=CC=C2)N2C[C@H](N[C@H](C2)C)C)S(=O)(=O)C2=CC=C(C)C=C2